Copper Xenon [Xe].[Cu]